4,8-dimethyl-3,7-dihydrobenzo[1,2-b:4,5-b']difuran CC1=C2C(OCC2)=C(C2=C1OCC2)C